8-bromo-7-chloro-6-(2-fluorophenyl)-2,4-dihydro-[1,2,4]triazolo[4,3-a][1,4]benzodiazepin-1-one BrC=1C=CC2=C(C(=NCC=3N2C(NN3)=O)C3=C(C=CC=C3)F)C1Cl